ClC=1C=CC(=C(C1)C=1C=C(C=2OCCNC2N1)C=1C=C(C=NC1)C(=O)NCCN(C(OC(C)(C)C)=O)C)F tert-butyl N-[2-({5-[6-(5-chloro-2-fluorophenyl)-2H,3H,4H-pyrido[3,2-b][1,4]oxazin-8-yl]pyridin-3-yl}formamido)ethyl]-N-methylcarbamate